BrC1=C2N=C(C(NC2=CC(=C1)CO)=O)C 5-bromo-7-(hydroxymethyl)-3-methylquinoxalin-2(1H)-one